4-[({4-Cyano-3-[1-(2,2-dimethylpropanoyl)-2-oxo-3-(trifluoromethyl)piperidin-4-yl]-1-(4-methylfuran-3-carbonyl)-1H-pyrazol-5-yl}amino)methyl]benzol C(#N)C=1C(=NN(C1NCC1=CC=CC=C1)C(=O)C1=COC=C1C)C1C(C(N(CC1)C(C(C)(C)C)=O)=O)C(F)(F)F